N-[(1r,2r)-1,2-diphenyl-2-(2-(4-methylbenzyloxy)ethylamino)-ethyl]-4-methylbenzenesulfonamide C1(=CC=CC=C1)[C@H]([C@H](NCCOCC1=CC=C(C=C1)C)C1=CC=CC=C1)NS(=O)(=O)C1=CC=C(C=C1)C